C(C1=CC=CC=C1)N1CCC(CC1)CCNC(=O)N1[C@H](CN(CC1)C1=CC(=C(C=C1)F)C#N)C (2S)-N-[2-(1-benzylpiperidin-4-yl)ethyl]-4-(3-cyano-4-fluorophenyl)-2-methylpiperazine-1-carboxamide